4-(8-oxa-3-azabicyclo[3.2.1]oct-3-yl)-6-(8-oxa-3-azabicyclo[3.2.1]oct-3-yl)pyridazine-3-carbonitrile C12CN(CC(CC1)O2)C2=C(N=NC(=C2)N2CC1CCC(C2)O1)C#N